F\C(=C/[C@H](C[C@H]1C(NCC1)=O)NC(OC(C)(C)C)=O)\S(=O)(=O)C tert-butyl N-[(E,1S)-3-fluoro-3-methylsulfonyl-1-[[(3S)-2-oxopyrrolidin-3-yl]methyl]allyl]carbamate